ethyl 2-(3-fluoro-2-methoxy-5-propylphenyl)acetate FC=1C(=C(C=C(C1)CCC)CC(=O)OCC)OC